2-((7-(6-((4-chloro-2-fluorobenzyl)oxy)-5-fluoropyridin-2-yl)-5-fluoro-2,3-dihydrobenzofuran-4-yl)methyl)-1-(oxetane-2-ylmethyl)-1H-benzo[d]imidazole-6-carboxylic acid ClC1=CC(=C(COC2=C(C=CC(=N2)C2=CC(=C(C=3CCOC32)CC3=NC2=C(N3CC3OCC3)C=C(C=C2)C(=O)O)F)F)C=C1)F